OCC1=CN(C2=CC=CC=C12)C(C(=O)NC=1C=C(C(=O)OCC)C=CC1)C Ethyl 3-(2-(3-(hydroxymethyl)-1H-indol-1-yl)propanamido)benzoate